FC1=C(C=CC=C1)S(=O)(=O)NC[C@@H](C)O (R)-2-fluoro-N-(2-hydroxypropyl)benzenesulfonamide